NC=1C(=NC(=CN1)C1=CC(=C2CCN(CC2=C1)C)C)OC(C)C=1C(=C(C(=O)OC(C)(C)C)C=CC1Cl)Cl tert-butyl 3-(1-(3-amino-6-(2,5-dimethyl-1,2,3,4-tetrahydroisoquinolin-7-yl) pyrazin-2-yloxy) ethyl)-2,4-dichlorobenzoate